ClC=1C=C2C(N3C(=NC2=CC1Cl)[C@H]1CCCN[C@@H]1CC3)=O |r| (±)-(4aR,13bS)-10,11-dichloro-1,2,3,4,4a,5,6,13b-octahydro-8H-[1,6]naphthyridino[5,6-b]quinazolin-8-one